C(CCCC)OC(=O)C1CC(CCC1)C(=O)OCCCCC 1,3-Cyclohexanedicarboxylic acid dipentyl ester